(1R,4R)-4-aminocyclopentenecarboxylic acid N[C@@H]1CC=C(C1)C(=O)O